COC(=O)C1=CN=NC=C1C(=O)OC pyridazine-4,5-dicarboxylic acid dimethyl ester